2-bromo-6-methyl-5-(1-(pyrrol-1-yl)ethyl)indolizine-7-carboxylic acid BrC=1C=C2C=C(C(=C(N2C1)C(C)N1C=CC=C1)C)C(=O)O